(1R,3S)-3-(3-{[(2-meth-oxypyridin-4-yl)acetyl]-amino}-1H-pyrazol-5-yl)-cyclopentyl (2S,3R)-3-hydroxy-2-methylazetidine-1-carboxylate O[C@H]1[C@@H](N(C1)C(=O)O[C@H]1C[C@H](CC1)C1=CC(=NN1)NC(CC1=CC(=NC=C1)OC)=O)C